ClC1=C(C(=CC=C1)F)N1C=2N(C3=C(C1=O)C=NC(=N3)NC3=CC(=C(C=C3)N3CCC(CC3)N(C)C)C)CCN2 6-(2-Chloro-6-fluorophenyl)-2-((4-(4-(dimethylamino)piperidin-1-yl)-3-methylphenyl)amino)-8,9-dihydroimidazo[1,2-a]pyrimido[5,4-e]pyrimidin-5(6H)-one